(rac)-6-Chloro-N-((4-methylmorpholin-3-yl)methyl)pyridazin-3-amine ClC1=CC=C(N=N1)NC[C@H]1N(CCOC1)C |r|